ClC=1C=NN(C1C1=NN2C(N(C(CC2)=O)CC2=CC(=C(C=C2)C2=NC=CC=3OCCN(C32)C)Cl)=C1)C(C)C 2-(4-chloro-1-isopropyl-1H-pyrazol-5-yl)-4-(3-chloro-4-(4-methyl-3,4-dihydro-2H-pyrido[4,3-b][1,4]oxazin-5-yl)benzyl)-6,7-dihydropyrazolo[1,5-a]pyrimidin-5(4H)-one